1-[[2-[6-(3-cyclopropyl-1H-1,2,4-triazol-5-yl)-2-azaspiro[3.3]heptane-2-carbonyl]-2-azaspiro[3.3]heptan-6-yl]methyl]-5-(trifluoromethoxy)-2-pyridone C1(CC1)C1=NNC(=N1)C1CC2(CN(C2)C(=O)N2CC3(C2)CC(C3)CN3C(C=CC(=C3)OC(F)(F)F)=O)C1